2-nitro-3,5-dichlorotoluene [N+](=O)([O-])C1=C(C)C=C(C=C1Cl)Cl